ClC1=C2N=C(C=NC2=CC=C1OC=1C=CC2=C(N(C(=N2)C)COCC[Si](C)(C)C)C1F)C=1C=NNC1 2-[[6-[5-chloro-3-(1H-pyrazol-4-yl)quinoxalin-6-yl]oxy-7-fluoro-2-methyl-benzimidazol-1-yl]methoxy]ethyl-trimethyl-silane